3,4-difluoropiperidine FC1CNCCC1F